COC=1C=C2C=NN(C2=C(C1)N)C 5-METHOXY-1-METHYL-1H-INDAZOL-7-AMINE